1-[4-(4-{[(1R)-2-hydroxy-1-phenylethyl]carbamoyl}-1H-1,2,3-triazol-1-yl)butyl]-N-{[4-(trifluoromethyl)pyridin-2-yl]methyl}-1H-1,2,3-triazole-4-carboxamide OC[C@@H](C1=CC=CC=C1)NC(=O)C=1N=NN(C1)CCCCN1N=NC(=C1)C(=O)NCC1=NC=CC(=C1)C(F)(F)F